5-(1-(cyclohexyloxy)ethyl)-6-methyl-indolizine-7-carboxylic acid ethyl ester C(C)OC(=O)C=1C(=C(N2C=CC=C2C1)C(C)OC1CCCCC1)C